BrC1=NC(=CC2=C1OCC(O2)C(F)(F)F)I 5-Bromo-7-iodo-2-(trifluoromethyl)-2,3-dihydro-[1,4]dioxino[2,3-c]pyridine